(Sa)-6-(1-(4-(Cyclopentyloxy)benzyl)-4-fluoro-1H-indol-7-carboxamido)spiro[3.3]heptan C1(CCCC1)OC1=CC=C(CN2C=CC3=C(C=CC(=C23)C(=O)NC2CC3(CCC3)C2)F)C=C1